((R)-1-(3-cyano-2-fluorophenyl)prop-2-yn-1-yl)-2-methylpropane-2-sulfinamide C(#N)C=1C(=C(C=CC1)[C@@H](C#C)CC(C)(S(=O)N)C)F